cyclopropyl-(2-(5-(3,5-difluorobenzyl)-1H-indazol-3-yl)-4,6-dihydropyrrolo[3,4-d]imidazol-5(1H)-yl)methanone C1(CC1)C(=O)N1CC=2NC(=NC2C1)C1=NNC2=CC=C(C=C12)CC1=CC(=CC(=C1)F)F